FC(S(=O)(=O)[O-])(F)F.C1(C=CC=C1)[Zr+2]C1C=CC=C1.FC(S(=O)(=O)[O-])(F)F bis(cyclopentadienyl)zirconium trifluoromethanesulfonate